C(C(O)S)S dimercaptoethanol